(S)-4-(2-Azidopropanamido)benzyl (2,5,8,11,14,17,20-heptaoxadocosan-22-yl)carbamate COCCOCCOCCOCCOCCOCCOCCNC(OCC1=CC=C(C=C1)NC([C@H](C)N=[N+]=[N-])=O)=O